OC(C)(C)C1=CC(=NC(=C1)N1C=NC=C1)C(=O)NC1CCC(CC1)OCCOC 4-(2-hydroxypropan-2-yl)-6-(1H-imidazol-1-yl)-N-((1r,4r)-4-(2-methoxyethoxy)cyclohexyl)pyridinecarboxamide